C(C)N(C1=CC=C2C=C(C(OC2=C1)=O)C=1SC=CC1)CC 7-(diethylamino)-3-(2-thienyl)coumarin